C=[Ru](Cl)Cl methyleneruthenium dichloride